[NH4+].SCCCS(=O)(=O)[O-] 3-mercaptopropanesulfonic acid ammonium salt